C(C)(=O)OCCCCCC\C=C/CC\C=C\CCCC (Z,E)-7,11-hexadecadienyl acetate